2-((3,5-Bis((E)-3,4-dimethoxybenzylidene)-4-oxocyclohexyl)carbamoyl)pyridin-1-ium hydrogen sulfate S(=O)(=O)(O)[O-].COC=1C=C(\C=C\2/CC(C\C(\C2=O)=C/C2=CC(=C(C=C2)OC)OC)NC(=O)C2=[NH+]C=CC=C2)C=CC1OC